C(C(=C)C)(=O)OCCC(C)OC(C(=C)C)=O 1,3-butane-diol dimethacrylate